diethyl itaconate (diethyl itaconate) C(C)C(=C(C(=O)O)CC(=O)O)CC.C(C(=C)CC(=O)OCC)(=O)OCC